(2S,3R,4R,5R)-2-acetoxy-5-((nicotinoyloxy)methyl)tetrahydrofuran-3,4-diyldinicotinate C(C)(=O)O[C@@H]1O[C@H]([C@H]([C@@H]1C1=C(C(=O)[O-])C=CC=N1)C1=C(C(=O)[O-])C=CC=N1)COC(C1=CN=CC=C1)=O